2,2'-thiodiethylene bis[3-(3,5-di-t-butyl-4-hydroxyphenyl)propionate] C(C)(C)(C)C=1C=C(C=C(C1O)C(C)(C)C)CCC(=O)O.C(C)(C)(C)C=1C=C(C=C(C1O)C(C)(C)C)CCC(=O)O.S(C=C)C=C